C(C)(C)C1C2(OCC(O2)CO)CC(CC1)C 6-isopropyl-9-methyl-1,4-dioxaspiro[4.5]decan-2-methanol